(S)-1-(4-(bicyclo[2.2.2]octan-1-ylmethoxy)phenyl)-2,2-dimethylpropan-1-amine C12(CCC(CC1)CC2)COC2=CC=C(C=C2)[C@H](C(C)(C)C)N